CC1=C(C=CC(=C1)[N+](=O)[O-])NC1=NC=2C3=C(CCC2C=N1)C=C(C=C3)OCCN3CCOCC3 N-(2-methyl-4-nitrophenyl)-8-(2-morpholinoethoxy)-5,6-dihydrobenzo[h]quinazolin-2-amine